3,5-difluoro-N-(2-((R)-3-(fluoromethyl)pyrrolidin-1-yl)propyl)-4-((6S,8R)-8-methyl-7-(2,2,2-trifluoroethyl)-6,7,8,9-tetrahydro-3H-imidazo[4,5-f]isoquinolin-6-yl)aniline FC=1C=C(NCC(C)N2C[C@@H](CC2)CF)C=C(C1[C@H]1N([C@@H](CC2=C3C(=CC=C12)NC=N3)C)CC(F)(F)F)F